N-[6-(3-hydroxy-3-methyl-azetidin-1-yl)-2,2-dimethyl-3H-benzofuran-5-yl]pyrazolo[1,5-a]pyrimidine-3-carboxamide OC1(CN(C1)C1=CC2=C(CC(O2)(C)C)C=C1NC(=O)C=1C=NN2C1N=CC=C2)C